2-chloro-1,1,3,3-tetrafluoropropane ClC(C(F)F)C(F)F